ClC=1C(=NC=CN1)CNC(=O)C1CCC(CC1)N1CCN(CC1)C N-((3-chloropyrazin-2-yl)methyl)-4-(4-methylpiperazin-1-yl)cyclohexanamide